2-(2,4-bis(trifluoromethyl)phenoxy)aniline tert-butyl-(Z)-(5-(hydroxyimino)-5,6,7,8-tetrahydronaphthalen-2-yl)carbamate C(C)(C)(C)N(C(O)=O)C1=CC=2CCC/C(/C2C=C1)=N/O.FC(C1=C(OC2=C(N)C=CC=C2)C=CC(=C1)C(F)(F)F)(F)F